C1(CC1)S(=O)(=O)NC1=CC(=NC=C1)[C@@H](C[C@H]1N(CCCC1)C(C)C)NC(=O)C=1SC(=CN1)C1=NC(=CN=C1)OCC N-((R)-1-(4-(cyclopropanesulfonamido)pyridin-2-yl)-2-((S)-1-isopropylpiperidin-2-yl)ethyl)-5-(6-ethoxypyrazin-2-yl)thiazole-2-carboxamide